(R)-N-(3-(5-chloro-2-methoxyphenyl)-1-(2-(2-(hydroxymethyl)pyrrolidin-1-yl)-2-oxoethyl)-1H-pyrazol-4-yl)pyrazolo[1,5-a]pyrimidine-3-carboxamide ClC=1C=CC(=C(C1)C1=NN(C=C1NC(=O)C=1C=NN2C1N=CC=C2)CC(=O)N2[C@H](CCC2)CO)OC